2'-chloro-N-[5-(3,6-dihydro-2H-pyran-4-yl)-[1,3]thiazolo[5,4-d]pyrimidin-2-yl]-5'-methoxy-6-methyl-[4,4'-bipyridine]-3-carboxamide ClC1=NC=C(C(=C1)C1=C(C=NC(=C1)C)C(=O)NC=1SC=2N=C(N=CC2N1)C=1CCOCC1)OC